tert-butyl (2R,3S,4S)-4-[(tert-butoxycarbonyl)oxy]-3-[(4-nitrophenoxycarbonyl)oxy]-2-{[4-(pyridin-3-yloxy)phenyl]methyl}pyrrolidine-1-carboxylate C(C)(C)(C)OC(=O)O[C@@H]1[C@H]([C@H](N(C1)C(=O)OC(C)(C)C)CC1=CC=C(C=C1)OC=1C=NC=CC1)OC(=O)OC1=CC=C(C=C1)[N+](=O)[O-]